N1C(=CC2=CC=CC=C12)C(=O)N1[C@@H]([C@@H]2[C@H](C1)CCC2)C(=O)N[C@H](C(=O)OC)C[C@H]2C(NCCC2)=O methyl (S)-2-((1S,3aR,6aS)-2-(1H-indole-2-carbonyl)octahydrocyclopenta[c]pyrrole-1-carboxamido)-3-((S)-2-oxopiperidin-3-yl)propanoate